B(F)(F)F.C(C)(C)(C)OC(=O)N1CCN(CC1)C[K] (4-tert-butoxycarbonyl-piperazine-1-yl)methyl-potassium trifluoroborate